[Pt].SCC(C)=O 1-mercapto-2-propanone platinum